C(C=C)N1N(C2=NC(=NC=C2C1=O)NC1=CC=C(C=C1)OCCF)C1=NC(=CC=C1)OC1CCN(CC1)C 2-allyl-6-((4-(2-fluoroethoxy)phenyl)amino)-1-(6-((1-methylpiperidin-4-yl)oxy)pyridin-2-yl)-1,2-dihydro-3H-pyrazolo[3,4-d]pyrimidin-3-one